C(C1=CC=CC=C1)OC1=NC=CC(=C1)B1OC(C(O1)(C)C)(C)C 2-benzyloxy-4-(4,4,5,5-tetramethyl-1,3,2-dioxaborolan-2-yl)pyridine